N-(5-(1-methyl-5-(5-(4-(2-oxopyrrolidin-1-yl)phenyl)pyridin-3-yl)-1H-pyrrolo[2,3-b]pyridin-3-yl)pyrimidin-2-yl)acetamide CN1C=C(C=2C1=NC=C(C2)C=2C=NC=C(C2)C2=CC=C(C=C2)N2C(CCC2)=O)C=2C=NC(=NC2)NC(C)=O